FC(CCC(=O)N1CCC(CC1)(C1=CC(=NC=C1)F)F)(F)F 4,4,4-trifluoro-1-(4-fluoro-4-(2-fluoropyridin-4-yl)piperidin-1-yl)butan-1-one